The molecule is an oligosaccharide consisting of deamino-alpha-neuraminyl residues linked (2->8) (degree of polymerisation = 2--7; average degree of polymerisation ~ 3). It derives from a deamino-alpha-neuraminic acid. C1[C@@H]([C@H]([C@@H](O[C@]1(C(=O)O)O)[C@@H]([C@@H](CO)O[C@@]2(C[C@@H]([C@H]([C@@H](O2)[C@@H]([C@@H](CO)O[C@@]3(C[C@@H]([C@H]([C@@H](O3)[C@@H]([C@@H](CO)O)O)O)O)C(=O)O)O)O)O)C(=O)O)O)O)O